6-(difluoro-methoxy)pyridin-3-ol FC(OC1=CC=C(C=N1)O)F